Cl.NCC=1C=NN(C1)CC(=O)C1=CC=C(C=C1)F (4-(aminomethyl)-1H-pyrazol-1-yl)-1-(4-fluorophenyl)ethan-1-one hydrochloride